2,6-dimethyloct-7-en-2-yl 2-phenylacetate C1(=CC=CC=C1)CC(=O)OC(C)(CCCC(C=C)C)C